COC(=O)NN(C)C(C1=C(C(=CC(=C1)C#N)C)NC(=O)C1=CC(=NN1C1=NC=CC=C1Cl)Br)=O Methyl-2-[2-({[3-bromo-1-(3-chloropyridin-2-yl)-1H-pyrazol-5-yl]carbonyl} amino)-5-cyano-3-methylbenzoyl]-2-methylhydrazincarboxylat